3-{[3-(1H-1,2,3-triazol-5-ylcarbonyl)-3,8-diazabicyclo[3.2.1]oct-8-yl]sulfonyl}benzonitrile N1N=NC=C1C(=O)N1CC2CCC(C1)N2S(=O)(=O)C=2C=C(C#N)C=CC2